3-(2-bromo-4-chlorophenyl)-4,5-dihydro-1H-pyrazole-1-carboxylic acid tert-butyl ester C(C)(C)(C)OC(=O)N1N=C(CC1)C1=C(C=C(C=C1)Cl)Br